2-bromo-2-(difluoromethyl)pyridine BrC1(NC=CC=C1)C(F)F